2-allyl-2,3-dihydro-1,3-benzothiazole C(C=C)C1SC2=C(N1)C=CC=C2